FCCCCCCS(=O)(=O)OCCCCCCCCCCCC dodecyl fluorohexyl-sulfonate